N[C@H](CCC(=O)C(C(=O)[O-])CC(CCC(=O)[O-])(N)N)C(=O)O gamma-D-glutamyl-diaminopimelate